2-(2-Chloro-5-fluoropyrimidin-4-yl)-4-oxido-7-propan-2-ylthieno[3,2-b]pyridin-4-ium ClC1=NC=C(C(=N1)C1=CC2=[N+](C=CC(=C2S1)C(C)C)[O-])F